BrC1=CC=C(C=C1)[C@@H]1CC[C@H](CC1)O trans-4-(4-bromophenyl)cyclohexanol